methyl 2-cyclohexylacetate C1(CCCCC1)CC(=O)OC